NC[C@@H](CNS(=O)(=O)C1=CC=C(C=C1)N(C)C)C (S)-N-(3-amino-2-methylpropyl)-4-(dimethylamino)benzenesulfonamide